(E)-1-(((4-((2-(aminomethyl)-3-fluoroallyl)oxy)phenyl)sulfonyl)methyl)pyrrolidin-2-one tri(tetradecyl)phosphite C(CCCCCCCCCCCCC)OP(OCCCCCCCCCCCCCC)OCCCCCCCCCCCCCC.NC/C(/COC1=CC=C(C=C1)S(=O)(=O)CN1C(CCC1)=O)=C\F